C(#N)C1(CC1)NS(=O)(=O)C=1C=C(C=2N(C1)C(=NC2)C=2SC(=NN2)C(F)(F)F)N2CCN(CC2)C(=O)C2COC2 N-(1-cyanocyclopropyl)-8-(4-(oxetane-3-carbonyl)piperazin-1-yl)-3-(5-(trifluoromethyl)-1,3,4-thiadiazol-2-yl)imidazo[1,5-a]pyridine-6-sulfonamide